FP(=O)(CS(=O)(=O)F)F 1-(Difluorophosphinyl)methanesulfonyl fluoride